Cl.Cl.C1=C(C(=CC2=NC3=CC(=C(C=C3N=C12)N)N)N)N 2,3,7,8-phenazinetetramine dihydrochloride